(2-Ethyl-4-oxo-pyran-3-yl) 2-methylpropionate CC(C(=O)OC1=C(OC=CC1=O)CC)C